OC1=C(C=CC=C1)C1CCN(CC1)[C@H]1CC2(CN(C2)C(=O)OC(C)(C)C)CC1 Tert-butyl (R)-6-(4-(2-hydroxyphenyl) piperidin-1-yl)-2-azaspiro[3.4]octane-2-carboxylate